SCCOC1=C(C(=CC(=C1)OCCS)OCCS)OCCS 1,2,3,5-Tetrakis(mercaptoethoxy)benzene